ClC=1C=C(C=C(C1)Cl)C=1N=C(NC1)CC1=CC2=CC=CC=C2C=C1 4-(3,5-Dichlorophenyl)-2-(2-naphthylmethyl)imidazole